Methyl-{[4-chloro-5-(6-fluoropyridin-3-yl)-1-(pyrazin-2-yl)-1H-pyrazol-3-yl]oxy}(methoxy)acetat COC(C(OC)OC1=NN(C(=C1Cl)C=1C=NC(=CC1)F)C1=NC=CN=C1)=O